OC12OC3=C(C1(C(C1=CC=CC(=C12)[N+](=O)[O-])=O)NC(=O)C=1NC(=C(C1C)C)C(=O)N1CCNCC1)C=CC(=C3)C(C)C N-(4b-hydroxy-7-isopropyl-4-nitro-10-oxo-4b,10-dihydro-9bH-indeno[1,2-b]benzofuran-9b-yl)-3,4-dimethyl-5-(piperazine-1-carbonyl)-1H-pyrrole-2-carboxamide